OCCOCCOC=1C=C2C(C3=C(C4=C(O3)C=CC=C4)C(C2=CC1)=O)(C)C 8-[2-(2-Hydroxy-ethoxy)-ethoxy]-6,6-dimethyl-6H-benzo[b]naphtho[2,3-d]furan-11-one